(2S,4R)-1-{2-[3-(difluoromethyl)-5-methyl-1H-pyrazol-1-yl]acetyl}-4-fluoro-N-[(S)-[6-fluoro-5-(propan-2-yl)pyridin-2-yl](phenyl)methyl]pyrrolidine-2-carboxamide FC(C1=NN(C(=C1)C)CC(=O)N1[C@@H](C[C@H](C1)F)C(=O)N[C@@H](C1=CC=CC=C1)C1=NC(=C(C=C1)C(C)C)F)F